3H-benzotriazol N1=NNC2=C1C=CC=C2